C(C)(C)(C)OC(=O)N1CCC2(C([C@@H](OC2=O)C)O)CC1 (3S)-4-hydroxy-3-methyl-1-oxo-2-oxa-8-azaspiro[4.5]decane-8-carboxylic acid tert-butyl ester